CC1=C(C(=O)C=2C=NN(C2O)CC)C=CC(=C1OCCOC)S(=O)(=O)C 4-(2-methyl-3-methoxyethoxy-4-methylsulfonyl-benzoyl)-1-ethyl-5-hydroxypyrazole